N2-(2-methoxy-4-(4-methyl-4H-1,2,4-triazol-3-yl)phenyl)-5-methyl-N8-((3-methyltetrahydrofuran-3-yl)methyl)pyrido[3,4-d]pyrimidine-2,8-diamine COC1=C(C=CC(=C1)C1=NN=CN1C)NC=1N=CC2=C(N1)C(=NC=C2C)NCC2(COCC2)C